N1=CC=CC2=CC(=CC=C12)C(C)N1C=NC=2C1=NC(=CN2)C=2C=NN(C2)CCO 2-(4-(1-(1-(quinolin-6-yl)ethyl)-1H-imidazo[4,5-b]pyrazin-6-yl)-1H-pyrazol-1-yl)ethanol